C1(CCC2=CC=CC=C12)C(=O)N1CCN(CC1)CC1=CN=C2C=C(C(NC2=C1)=O)CC 7-((4-(2,3-dihydro-1H-indene-1-carbonyl)piperazin-1-yl)methyl)-3-ethyl-1,5-naphthyridin-2(1H)-one